N[Pt](N)(Cl)(Cl)(Cl)Cl diaminoplatinum (VI) chloride